ClC=1C(=NC(=NC1)N[C@H](CO)C)C1=CC(=C2CN(C(C2=C1)=O)[C@@H](C(=O)O)C)F (R)-2-(6-(5-chloro-2-(((S)-1-hydroxypropan-2-yl)amino)pyrimidin-4-yl)-4-fluoro-1-oxoisoindolin-2-yl)propionic acid